C(CC)N(CCC(C=CC=C)=C)CCC 1-di-n-propylamino-3-methylenehepta-4,6-diene